C[Si](C)(C)C#CC1=NC=C(C=C1)C#C[Si](C)(C)C 2,5-di((trimethylsilyl)ethynyl)pyridine